Ethyl (5-bromopyrimidin-2-yl)(difluoro)acetate BrC=1C=NC(=NC1)C(C(=O)OCC)(F)F